NC1=C(C(=NC=N1)N1CC(CCC1)C=1C=C(C=CC1)NC(=O)NC1=CC=CC=C1)Cl 1-(3-(1-(6-amino-5-chloropyrimidin-4-yl)piperidin-3-yl)phenyl)-3-phenylurea